FC=1C(=NC(=NC1)N[C@H]1[C@@H](COCC1)O)C=1C=C2C(=C(C=NC2=CC1)CNC1=CC=C(C=C1)OC)C(C)C (3S,4R)-4-((5-fluoro-4-(4-isopropyl-3-(((4-methoxyphenyl)amino)methyl)quinolin-6-yl)pyrimidin-2-yl)amino)tetrahydro-2H-pyran-3-ol